(S)-5-((1-methoxypropan-2-yl)oxy)benzo[d]oxazole COC[C@H](C)OC=1C=CC2=C(N=CO2)C1